[5-(trifluoromethyl)-1H-pyrazol-3-yl]-[8-(trifluoromethyl)-1,3,4,5-tetrahydropyrido[4,3-b]indol-2-yl]methanone FC(C1=CC(=NN1)C(=O)N1CC2=C(NC=3C=CC(=CC23)C(F)(F)F)CC1)(F)F